methyl (6-{2-[(p-methoxyphenyl)methoxy]propyl}-2,2-dimethyl-1,3-dioxan-4-yl)acetate COC1=CC=C(C=C1)COC(CC1CC(OC(O1)(C)C)CC(=O)OC)C